1-Ethyl-1-(4-hydroxybutyl)piperidin-1-ium tert-butyl-4-hydroxy-2-(3-oxocyclopent-1-en-1-yl)-7H-pyrrolo[2,3-d]pyrimidine-7-carboxylate C(C)(C)(C)OC(=O)N1C=CC2=C1N=C(N=C2O)C2=CC(CC2)=O.C(C)[N+]2(CCCCC2)CCCCO